[Pd](Cl)Cl.C1(C#CC#C1)[PH](C1=CC=CC=C1)C1=CC=CC=C1.C1(C#CC#C1)[PH](C1=CC=CC=C1)C1=CC=CC=C1 bis((cyclopent-2,4-diyn-1-yl)diphenyl-λ4-phosphine) palladium dichloride